C(CC)C1=NC(=NC(=N1)CCC)C1=CC=C(C=C1)F 2,4-dipropyl-6-p-fluorophenyl-1,3,5-triazine